2-bromo-1-chloro-4-iodobenzene BrC1=C(C=CC(=C1)I)Cl